tert-butyl N-[1-(5-fluoro-1-triisopropylsilyl-indol-4-yl)-4-piperidyl]-N-methylcarbamate FC=1C(=C2C=CN(C2=CC1)[Si](C(C)C)(C(C)C)C(C)C)N1CCC(CC1)N(C(OC(C)(C)C)=O)C